(4R)-4-amino-1-[4-[4-[6-chloro-4-[difluoro-[(2S)-morpholin-2-yl]methyl]-2-pyridyl]piperazin-1-yl]sulfonylphenyl]pyrrolidin-2-one N[C@@H]1CC(N(C1)C1=CC=C(C=C1)S(=O)(=O)N1CCN(CC1)C1=NC(=CC(=C1)C([C@@H]1CNCCO1)(F)F)Cl)=O